(R)-4-((3S,8S,9S,10R,13R,14S,17R)-3-hydroxy-10,13-dimethyl-2,3,4,7,8,9,10,11,12,13,14,15,16,17-tetradecahydro-1H-cyclopenta[a]phenanthren-17-yl)-N-isopropoxy-N-methylpentanamide O[C@H]1CC[C@@]2([C@H]3CC[C@@]4([C@H](CC[C@H]4[C@@H]3CC=C2C1)[C@@H](CCC(=O)N(C)OC(C)C)C)C)C